4-(4-chloro-6-(ethyl-(isopropyl)amino)pyridinylamino)-2-methylbenzoic acid ClC1=CC(=NC(=C1)N(C(C)C)CC)NC1=CC(=C(C(=O)O)C=C1)C